3-Amino-N-(2-((dimethylamino)methyl)quinolin-8-yl)benzenesulfonamide NC=1C=C(C=CC1)S(=O)(=O)NC=1C=CC=C2C=CC(=NC12)CN(C)C